OCCOCCOCCOCCOCCOC=1C=C(C=CC1)CC(=O)NC=1SC(=C(N1)C=1C=C2C=CN(C2=CC1)C(C1=C(C=CC=C1)C)=O)C 2-(3-((14-hydroxy-3,6,9,12-tetraoxatetradecyl)oxy)phenyl)-N-(5-methyl-4-(1-(2-methylbenzoyl)indol-5-yl)thiazol-2-yl)acetamide